FC=1C=C2N(CCN(C2=CC1)C(=O)NC[C@H]1CN(CC1)C)C1=CC=C(C=C1)F (S)-6-fluoro-4-(4-fluorophenyl)-N-((1-methylpyrrolidin-3-yl)methyl)-3,4-dihydroquinoxaline-1(2H)-carboxamide